NC=1SC2=C(N1)C=CC(=C2)N(C(=O)NC2=NC=CC=C2)CCN2CCOCC2 (2-aminobenzo[d]thiazol-6-yl)-1-[2-(4-morpholinyl)ethyl]-3-(pyridin-2-yl)urea